1-(7-(isoindoline-2-carbonyl)naphthalen-2-yl)dihydropyrimidine-2,4(1H,3H)-dione C1N(CC2=CC=CC=C12)C(=O)C1=CC=C2C=CC(=CC2=C1)N1C(NC(CC1)=O)=O